C(C1=CC=CC=C1)N(CCOC1=NC=CC=C1N1[C@@H](CN(CC1)C(=O)OC(C)(C)C)CC)C tert-butyl (3R)-4-(2-{2-[benzyl(methyl)amino]ethoxy}pyridin-3-yl)-3-ethylpiperazine-1-carboxylate